FC(C(=O)O)(F)F.C(CC)C1=NC=CN1C propyl-3-methylimidazole trifluoroacetate